C(C)(C)(C)OC(C(CC)N1C(C=C(C(=C1)OC)C1=C(C=CC(=C1)Cl)C1=CN=C(O1)C(F)F)=O)=O [4-{5-chloro-2-[2-(difluoromethyl)-1,3-oxazol-5-yl]phenyl}-5-methoxy-2-oxopyridin-1(2H)-yl]butanoic acid tert-butyl ester